[Cl-].C(CCC)[N+]1(CCN(CC1)CCCC)CC 1,4-dibutyl-1-ethyl-piperazinium chloride